5-bromo-1H-pyrrolo[2,3-b]pyridine-2-carboxylic acid methyl ester COC(=O)C1=CC=2C(=NC=C(C2)Br)N1